(Z)-2-cyano-N-(4-(N-(2-(diethylamino)-2-oxoethyl)sulfamoyl)phenyl)-3-hydroxy-3-(5-methylisoxazol-4-yl)acryl-amide C(#N)/C(/C(=O)NC1=CC=C(C=C1)S(NCC(=O)N(CC)CC)(=O)=O)=C(\C=1C=NOC1C)/O